CN1CCN(CCC1)CC(=O)NC1=CC(=C(C=C1)C)NC1=NC=CC=C1C1=C2N=CN(C2=NC=N1)C1OCCCC1 2-(4-methyl-1,4-diazepan-1-yl)-N-(4-methyl-3-((3-(9-(tetrahydro-2H-pyran-2-yl)-9H-purin-6-yl)pyridin-2-yl)amino)phenyl)acetamide